tert-butyl N-methyl-N-((S)-1-(vinylsulfonyl)pyrrolidine-3-carbonyl)-L-valinate CN([C@@H](C(C)C)C(=O)OC(C)(C)C)C(=O)[C@@H]1CN(CC1)S(=O)(=O)C=C